(E)-5,5-dimethyl-2-[p-(5-methyl-2-pyridyloxy)benzoylamino]-3-hexenoic acid CC(/C=C/C(C(=O)O)NC(C1=CC=C(C=C1)OC1=NC=C(C=C1)C)=O)(C)C